C(C1=CC=CC=C1)OC(=O)N1CC(C1)C1=NC(=C2N1CCN(C2)C(C)=O)I 3-(7-acetyl-1-iodo-5,6,7,8-tetrahydroimidazo[1,5-a]pyrazin-3-yl)azetidine-1-carboxylic acid benzyl ester